[Pd+2].C(C1=CC=CC=C1)=CC(C)=O.C(C1=CC=CC=C1)=CC(C)=O Bis(benzalacetone) palladium (II)